N-(2-Amino-4-((4-hydroxybenzyl)amino)phenyl)-2,3-difluorooctanamid NC1=C(C=CC(=C1)NCC1=CC=C(C=C1)O)NC(C(C(CCCCC)F)F)=O